2-(3''-(10-methylphenazin-5(10H)-yl)-4',5'-bis(3-(10-methylphenazin-5(10H)-yl)phenyl)-[1,1':3',1''-terphenyl]-4-yl)benzo[d]thiazole CN1C2=CC=CC=C2N(C=2C=CC=CC12)C=1C=C(C=CC1)C=1C=C(C=C(C1C1=CC(=CC=C1)N1C=2C=CC=CC2N(C2=CC=CC=C12)C)C1=CC(=CC=C1)N1C=2C=CC=CC2N(C2=CC=CC=C12)C)C1=CC=C(C=C1)C=1SC2=C(N1)C=CC=C2